C1(CC1)CN1N=CC(=C1)C=1C(=C(C(=CC1)O)N1CC(NS1(=O)=O)=O)F 5-(3-(1-(cyclopropylmethyl)-1H-pyrazol-4-yl)-2-fluoro-6-hydroxyphenyl)-1,2,5-thiadiazolidin-3-one 1,1-dioxide